2'-Chloro-N-(5-(5-(difluoromethyl)-3-methylpicolinoyl)-5,6-dihydro-4H-pyrrolo[3,4-d]thiazol-2-yl)-5'-methoxy-6-methyl-[4,4'-bipyridine]-3-carboxamide ClC1=NC=C(C(=C1)C1=C(C=NC(=C1)C)C(=O)NC=1SC2=C(N1)CN(C2)C(C2=NC=C(C=C2C)C(F)F)=O)OC